BrC1=C(C=C(C=C1)CC(=O)NC)F 2-(4-bromo-3-fluorophenyl)-N-methylacetamide